CC1=CC=CC(=N1)C1=NC=CC(=N1)NC1=NC(=NC=C1)NC1=CC=C(C=N1)C(=O)OCCN1CCNCC1 2-piperazin-1-ylethyl 6-[[4-[[2-(6-methyl-2-pyridyl)pyrimidin-4-yl]amino]pyrimidin-2-yl]amino]pyridine-3-carboxylate